FC(C1=NN(C=C1NC(=O)C=1C=NN2C1N=C(C=C2)N2CCOCC2)C2CCN(CC2)CC2=C1CN(C(C1=CC=C2)=O)C2C(NC(CC2)=O)=O)F N-(3-(Difluoromethyl)-1-(1-((2-(2,6-dioxopiperidin-3-yl)-1-oxoisoindoline-4-yl)methyl)piperidin-4-yl)-1H-pyrazol-4-yl)-5-morpholinopyrazolo[1,5-a]pyrimidine-3-carboxamide